isooctyl acrylate (Isooctylacrylate) C(CCCCC(C)C)C(C(=O)O)=C.C(C=C)(=O)OCCCCCC(C)C